OCCN1CCOCC1 N-(2-hydroxyethyl)morpholine